1-methyl-2,3-dihydro-1H-thieno[3',2':4,5]pyrido[2,3-b][1,4]oxazine CN1C2=C(OCC1)N=CC1=C2C=CS1